isobutyl 2,6-dimethyl-7-oxo-4-(4,4,4-trifluoro-3-hydroxy-3-phenyl-but-1-ynyl)-1H-pyrrolo[2,3-c]pyridine-3-carboxylate CC1=C(C2=C(C(N(C=C2C#CC(C(F)(F)F)(C2=CC=CC=C2)O)C)=O)N1)C(=O)OCC(C)C